5-(5-(3-benzyl-1-((2,5-difluorophenyl)sulfonyl)pyrrolidin-3-yl)-6-methyl-1H-indazol-1-yl)-1-methylpyridin-2(1H)-one C(C1=CC=CC=C1)C1(CN(CC1)S(=O)(=O)C1=C(C=CC(=C1)F)F)C=1C=C2C=NN(C2=CC1C)C=1C=CC(N(C1)C)=O